COC=1C=C(C=CC1OC)C=1OC2=CC(=C(C(=C2C(C1)=O)OC)OC)OC 2-(3,4-dimethoxyphenyl)-5,6,7-trimethoxychromen-4-one